Cl.OC1=C(C(N(C2=CC(=CC=C12)N1CCN(CC1)C)CC(C)C)=O)C(=O)NC1=NC=CC=C1C 4-hydroxy-1-isobutyl-7-(4-methylpiperazin-1-yl)-N-(3-methylpyridin-2-yl)-2-oxo-1,2-dihydroquinoline-3-carboxamide hydrochloride